3-(3-chlorophenyl)-6-(5-hydroxy-1,3-dimethyl-pyrazol-4-carbonyl)-1,5-dimethyl-quinazoline-2,4-dione ClC=1C=C(C=CC1)N1C(N(C2=CC=C(C(=C2C1=O)C)C(=O)C=1C(=NN(C1O)C)C)C)=O